C1(=CC=CC=C1)P(C(C1=C(C=C(C=C1C)C)C)=O)(C(C1=C(C=C(C=C1C)C)C)=O)=O Phenylbis(2,4,6-trimethylbenzoyl)-Phosphin oxid